potassium sulfuryl succinate C1(CCC(=O)OS(=O)(=O)O1)=O.[K]